NCCCNCCCCNCCCN N,N'-bis(3-aminopropyl)butane-1,4-diamine